7-thianonacyclo[11.7.1.1^{6,18}.0^{1,16}.0^{2,11}.0^{3,8}.0^{4,19}.0^{8,17}.0^{10,15}]docosane C123C4C5C6CC7SC58CC5C4CC(CC5C1C8C(C6C2)C7)C3